N-[(2-amino-3-pyridyl)sulfonyl]-6-[2-(dimethylamino)pyrimidin-5-yl]-2-[(4S)-2,2,4-trimethylpyrrolidin-1-yl]pyridine-3-carboxamide NC1=NC=CC=C1S(=O)(=O)NC(=O)C=1C(=NC(=CC1)C=1C=NC(=NC1)N(C)C)N1C(C[C@@H](C1)C)(C)C